COC(N[C@H](C(=O)NC=1C(N(C=CC1)CC1=NC2=C(N1)C(=C(C=C2F)F)CCC(F)(F)F)=O)CC\C=C\C(=O)N(C)C)=O Methyl-(S,E)-(1-((1-((4,6-difluoro-7-(3,3,3-trifluoropropyl)-1H-benzo[d]imidazol-2-yl)methyl)-2-oxo-1,2-dihydropyridin-3-yl)amino)-7-(dimethylamino)-1,7-dioxohept-5-en-2-yl)carbamat